2-((1R,5S,6R)-3-(8,8-difluoro-2-((S)-2-methylazetidin-1-yl)-5,6,7,8-tetrahydroquinazolin-4-yl)-3-azabicyclo[3.1.0]hexan-6-yl)acetic acid FC1(CCCC=2C(=NC(=NC12)N1[C@H](CC1)C)N1C[C@@H]2C([C@@H]2C1)CC(=O)O)F